C(C)C1CN(C=2C(NC(=NC2N1CC=1SC=CC1)N)=O)C 7-ethyl-5-methyl-8-(thiophen-2-ylmethyl)-7,8-dihydropterin